ClC1=CC(=C(C=C1C)C1CCNCC1)F 4-(4-chloro-2-fluoro-5-methyl-phenyl)piperidine